C(C)(C)(C)OC(=O)N1CC(OCC1)CC1=C(C=C(C=C1F)Cl)C1=NC=NN2C1=CC(=C2)CN2C(NC=CC2=O)=O.C2(CC2)CNS(=O)(=O)N N-(cyclopropylmethyl)sulfamide tert-butyl-2-(4-chloro-2-(6-((2,6-dioxo-3,6-dihydropyrimidin-1(2H)-yl)methyl)pyrrolo[2,1-f][1,2,4]triazin-4-yl)-6-fluorobenzyl)morpholine-4-carboxylate